2-methoxy-5-(4-(piperazin-1-yl)quinazolin-7-yl)pyridine COC1=NC=C(C=C1)C1=CC=C2C(=NC=NC2=C1)N1CCNCC1